tert-butyl 4-[2-[4-(dimethoxymethyl)-1-piperidyl]ethyl]piperazine-1-carboxylate COC(C1CCN(CC1)CCN1CCN(CC1)C(=O)OC(C)(C)C)OC